[N+]1(=CC=CC=C1)C(=O)NN pyridinium-hydrazide